(3S,4S,5S)-((tert-butoxycarbonyl)-amino)-3-hydroxy-5-methyl-heptanoic acid ethyl ester C(C)OC(C([C@H](C[C@H](CC)C)O)NC(=O)OC(C)(C)C)=O